6-(1-ethyl-3-methyl-1H-pyrazol-4-yl)-4-(((3S,5S)-5-fluoropiperidin-3-yl)amino)pyrido[3,2-d]pyrimidine-8-carboxamide C(C)N1N=C(C(=C1)C=1C=C(C=2N=CN=C(C2N1)N[C@@H]1CNC[C@H](C1)F)C(=O)N)C